1-Methyl-1,4,5,10-tetrahydro-benzo[b]pyrazolo[3,4-e][1,4]-diazepine CN1N=CC2=C1NC1=C(NC2)C=CC=C1